5-(2-bromo-4-fluorophenyl)-4-[(1-ethyl-1H-pyrazol-4-yl)methyl]-2-methyl-1,3-oxazole BrC1=C(C=CC(=C1)F)C1=C(N=C(O1)C)CC=1C=NN(C1)CC